N-[4-(3-chlorophenoxy)-3-sulfamylphenyl]-2-(4-methoxyphenyl)acetamide ClC=1C=C(OC2=C(C=C(C=C2)NC(CC2=CC=C(C=C2)OC)=O)S(N)(=O)=O)C=CC1